2,5-dichloro-N-ethyl-7-(2-trimethylsilylethoxymethyl)pyrrolo[2,3-d]pyrimidin-4-amine ClC=1N=C(C2=C(N1)N(C=C2Cl)COCC[Si](C)(C)C)NCC